C1(CCCCC1)COC1=C(C(=CC(=C1C)O)O)C(=O)N1CC2=CC=C(C=C2C1)CN1CCN(CC1)C (2-(cyclohexylmethoxy)-4,6-dihydroxy-3-methylphenyl)(5-((4-methylpiperazin-1-yl)methyl)isoindolin-2-yl)methanone